C(C)N1CC=2C(=NC=CC2C1=O)N[C@@H](C)C1=CC(=C(C=C1)C1=CC=CC=C1)F (S)-2-ethyl-4-((1-(2-fluoro-[1,1'-biphenyl]-4-yl)ethyl)amino)-2,3-dihydro-1H-pyrrolo[3,4-c]pyridin-1-one